FC1=C(C(=CC(=C1)O[C@@H]1CN(CC1)CCCF)F)C1N(C(CC2=C1NC1=CC=CC=C21)C)CC(C)(C)F 1-[2,6-Difluoro-4-[(3S)-1-(3-fluoropropyl)pyrrolidin-3-yl]oxy-phenyl]-2-(2-fluoro-2-methylpropyl)-3-methyl-1,3,4,9-tetrahydropyrido[3,4-b]indol